BrC1=C(C=C2C(=C(C(=NC2=C1F)Cl)C#N)Cl)Cl 7-bromo-2,4,6-trichloro-8-fluoroquinoline-3-carbonitrile